N1=C(C=CC=C1)C=1C=CC(=C(C1)C1=CC=C(C=C1)CN(C(CCCC)=O)C1(CCCCC1)C(=O)O)C=1N=NNN1 1-(N-((5'-(Pyridin-2-yl)-2'-(2H-tetrazol-5-yl)-[1,1'-biphenyl]-4-yl)methyl)pentanamido)cyclohexanecarboxylic Acid